ClC1=CC(=C(C=C1)C1=NC(=NC2=C1N=C(N(C2=O)C)C)C2=CN(OC=C2)C2=CC(=NC=C2)C)F 8-(4-chloro-2-fluorophenyl)-2,3-dimethyl-6-[(2R,4S)-2-(2-methylpyridin-4-yl)oxazin-4-yl]-3H,4H-pyrimido[5,4-d][1,3]diazin-4-one